2,3,5,6-tetrafluoro-4'-methoxy-[1,1'-biphenyl]-4-carboxylic acid methyl ester COC(=O)C1=C(C(=C(C(=C1F)F)C1=CC=C(C=C1)OC)F)F